((1S,2R)-2-((E)-PROP-1-EN-1-YL)CYCLOPROPYL)METHANESULFONAMIDE C(=C\C)/[C@@H]1[C@H](C1)CS(=O)(=O)N